(R)-N-(4-cyano-7-(4-(1,1-difluoroethyl)phenyl)-2,3-dihydrobenzofuran-5-yl)oxirane-2-carboxamide C(#N)C1=C(C=C(C2=C1CCO2)C2=CC=C(C=C2)C(C)(F)F)NC(=O)[C@@H]2OC2